(S)-N-(2-((tert-butyldimethylsilyl)oxy)ethyl)-1-(2-chloroacetyl)-7-(4-fluorobenzyl)-2-methyl-2,3-dihydro-1H-pyrido[2,3-b][1,4]oxazine-6-carboxamide [Si](C)(C)(C(C)(C)C)OCCNC(=O)C=1C(=CC2=C(OC[C@@H](N2C(CCl)=O)C)N1)CC1=CC=C(C=C1)F